ethyl-anisaldehyde C(C)C1=C(C=O)C=CC(=C1)OC